O=CC[C@H](CSC1=CC=CC=C1)NC(OCC1=CC=CC=C1)=O (R)-Benzyl 4-oxo-1-(phenylthio)butan-2-ylcarbamate